(S)-3-(2-cyanopropan-2-yl)-N-(4-methyl-3-(4-(4-((tetrahydrofuran-3-yl)methoxy)pyridin-3-yl)-1H-pyrazol-1-yl)phenyl)benzamide C(#N)C(C)(C)C=1C=C(C(=O)NC2=CC(=C(C=C2)C)N2N=CC(=C2)C=2C=NC=CC2OC[C@@H]2COCC2)C=CC1